CC(C)(C)[S@](=O)/N=C/C1=C(C=CC=C1)C1=NN(C2=CC=CC=C12)C (S,E)-2-methyl-N-[2-(1-methyl-1H-indazol-3-yl)benzylidene]propane-2-sulfinamide